2-(4,4-difluorocyclohexyl)-4-(2-fluorophenyl)-N-(2-((tetrahydrofuran-3-yl)oxy)pyrimidin-5-yl)nicotinamide FC1(CCC(CC1)C1=C(C(=O)NC=2C=NC(=NC2)OC2COCC2)C(=CC=N1)C1=C(C=CC=C1)F)F